N-{[4-(furan-2-yl)phenyl]methyl}-6-methyl-1-(2-methylpropanoyl)-4-{[2-(1H-1,2,3-triazol-1-yl)phenyl]methyl}piperazine-2-carboxamide O1C(=CC=C1)C1=CC=C(C=C1)CNC(=O)C1N(C(CN(C1)CC1=C(C=CC=C1)N1N=NC=C1)C)C(C(C)C)=O